FC(C(=O)O)(F)F.C(=O)O.FC(OC1=C(C(=C(C=C1)C1=CN=C2N1C=CN=C2NC2=CC(=C(C(=O)N1CCC(CC1)C(=O)NCC1CNCC1)C=C2)CC)F)F)F 1-[4-[[3-[4-(Difluoromethoxy)-2,3-difluoro-phenyl]imidazo[1,2-a]pyrazin-8-yl]amino]-2-ethyl-benzoyl]-N-(pyrrolidin-3-ylmethyl)piperidine-4-carboxamide formate 2,2,2-trifluoroacetate